tert-butyl 4-(4-(6-(((1r,4r)-4-(3-chloro-4-cyano-2-methylphenoxy)cyclohexyl)-carbamoyl)pyridazin-3-yl)piperazine-1-carbonyl)piperidine-1-carboxylate ClC=1C(=C(OC2CCC(CC2)NC(=O)C2=CC=C(N=N2)N2CCN(CC2)C(=O)C2CCN(CC2)C(=O)OC(C)(C)C)C=CC1C#N)C